N1=CC=CC2=CC(=CC=C12)C(C)N1C=NC=2C1=NC(=CN2)C2=CC=C(C#N)C=C2 4-(1-(1-(quinolin-6-yl)ethyl)-1H-imidazo[4,5-b]pyrazin-6-yl)benzonitrile